C(C)(C)(C)O[C@H]1[C@@H](C[C@H]2N(CCC3=CC(=C(C=C23)OC)OCC23CC(C2)(C3)C(F)(F)F)C1)O (2R,3R,11bR)-3-(tert-butoxy)-10-methoxy-9-((3-(trifluoromethyl)bicyclo[1.1.1]pentan-1-yl)methoxy)-1,3,4,6,7,11b-hexahydro-2H-pyrido[2,1-a]isoquinolin-2-ol